BrCCCOC=1C(=C2CN(CC2=CC1OC)C(CCC(=O)OCC)=O)Cl ethyl 4-(5-(3-bromopropoxy)-4-chloro-6-methoxyisoindolin-2-yl)-4-oxobutanoate